4-(2-phenyl-benzooxazole-6-yl)-phenyl-amine C1(=CC=CC=C1)C=1OC2=C(N1)C=CC(=C2)C2=CC=C(C=C2)N